5-ethynyl-6-fluoro-4-[8-fluoro-2-({[(2R,7aS)-2-fluorotetrahydro-1H-pyrrolizin-7a(5H)-yl](2H2)methyl}oxy)-4-(morpholin-4-yl)pyrido[4,3-d]pyrimidin-7-yl]naphthalen-2-ol C(#C)C1=C2C(=CC(=CC2=CC=C1F)O)C1=C(C=2N=C(N=C(C2C=N1)N1CCOCC1)OC([2H])([2H])[C@]12CCCN2C[C@@H](C1)F)F